5-[[5-(2-chlorophenyl)-4-cyclopropyl-1,2,4-triazol-3-yl]methyl]-1,3-dimethyl-benzimidazol-2-one ClC1=C(C=CC=C1)C=1N(C(=NN1)CC1=CC2=C(N(C(N2C)=O)C)C=C1)C1CC1